3-[N-(1-naphthyl)-N-(9-Phenylcarbazol-3-yl)amino]-9-phenylcarbazole C1(=CC=CC2=CC=CC=C12)N(C=1C=CC=2N(C3=CC=CC=C3C2C1)C1=CC=CC=C1)C=1C=CC=2N(C3=CC=CC=C3C2C1)C1=CC=CC=C1